(R)-2-AMINOBUTANOIC ACID N[C@@H](C(=O)O)CC